NC(C(C(CC1CC1)NC(=O)[C@@H]1[C@H]2C([C@H]2CN1C(C(C1COC1)NC(C(C)C)=O)=O)(C)C)=O)=O (1R,2S,5S)-N-(4-Amino-1-cyclopropyl-3,4-dioxobutan-2-yl)-3-(2-isobutyramido-2-(oxetan-3-yl)acetyl)-6,6-dimethyl-3-azabicyclo[3.1.0]hexane-2-carboxamide